ClC1=C2C(=NC=C1C1=NC=CC=C1)NC=C2 4-chloro-5-(pyridin-2-yl)-1H-pyrrolo[2,3-b]Pyridine